(2S)-2-{[(1R,2R,3S,6S,7S)-4-[(2S)-2-amino-3,3-dimethylbutanoyl]-10,10-difluoro-4-azatricyclo[5.2.1.0^{2,6}]dec-8-en-3-yl]formamido}-3-[(3S)-2-oxopyrrolidin-3-yl]propanamide N[C@H](C(=O)N1[C@@H]([C@H]2[C@H]3C=C[C@@H]([C@H]2C1)C3(F)F)C(=O)N[C@H](C(=O)N)C[C@H]3C(NCC3)=O)C(C)(C)C